ethyl 2-methyl-5-(3-phenyloxetan-3-yl)benzofuran-3-carboxylate CC=1OC2=C(C1C(=O)OCC)C=C(C=C2)C2(COC2)C2=CC=CC=C2